4-amino-N-methyl-N-((3S)-6-(trifluoromethyl)-2,3-dihydrofuro[3,2-c]pyridin-3-yl)-1,3-dihydrofuro[3,4-c]quinoline-8-carboxamide NC1=NC=2C=CC(=CC2C2=C1COC2)C(=O)N([C@@H]2COC1=C2C=NC(=C1)C(F)(F)F)C